COC1=C2[C@@H](CC(OC2=CC(=C1)OC)=O)C1=CC=C(C=C1)OC (4S)-5,7-dimethoxy-4-(4-methoxyphenyl)chroman-2-on